NC(C1=C(C=C(C(=C1)Cl)Cl)O)C1=CC=CC=C1 2-[amino(phenyl)methyl]-4,5-dichlorophenol